4-(trifluoromethyl)pyridine-3-carboxylate FC(C1=C(C=NC=C1)C(=O)[O-])(F)F